4,4'-bis-(dimethylamino)benzophenone CN(C1=CC=C(C(=O)C2=CC=C(C=C2)N(C)C)C=C1)C